3-(3-fluoropyrrolidin-1-yl)-4-((4-(5-(trifluoromethyl)-1,2,4-oxadiazol-3-yl)benzyl)amino)cyclobut-3-ene-1,2-dione FC1CN(CC1)C=1C(C(C1NCC1=CC=C(C=C1)C1=NOC(=N1)C(F)(F)F)=O)=O